C(C1=CC=CC=C1)OC(=O)N1CCC(=CC1C1=CC=C(C=C1)C(=O)OC)C1=NC=CC=C1 6'-(4-(methoxycarbonyl)phenyl)-3',6'-dihydro-[2,4'-bipyridine]-1'(2'h)-carboxylic acid benzyl ester